FC=1C(=CC2=C(C(NC=3CNC[C@H](C23)N(C(=O)C=2NC3=CC(=CC(=C3C2)CC)F)C)=O)C1)F (S)-N-(8,9-difluoro-6-oxo-1,2,3,4,5,6-hexahydrobenzo[c][1,7]naphthyridin-1-yl)-4-ethyl-6-fluoro-N-methyl-1H-indole-2-carboxamide